N=1C=CN2C1C=CC(=C2)C2=CC=C(C=C2)S(=O)(=N)[C@@H]2CC[C@H](CC2)NC2=CC=C(C=C2)S(F)(F)(F)(F)F (+)-(4-{imidazo[1,2-a]pyridin-6-yl}phenyl)[trans-4-{[4-(pentafluoro-λ6-sulfanyl)phenyl]Amino}cyclohexyl](imino)-λ6-sulfanone